CONCC=1C(NC(N([C@]2([C@H](O)[C@H](O)[C@@H](CO)O2)C2=CC=CC=C2CN(C(O)=O)[C@H](C(=O)NCCCCCC)CC=2OC(=CN2)C2=CC=C(C=C2)Br)C1)=S)=O.COC1=C(N)C=C(C=C1)C=1N=NC(=CC1)N1CCCC1 2-methoxy-5-{6-(pyrrolidin-1-yl)pyridazin-3-yl}aniline 5-methoxyaminomethyl-2-thiouridinebenzyl-(S)-(3-(5-(4-bromophenyl)oxazol-2-yl)-1-(hexylamino)-1-oxopropan-2-yl)carbamate